tert-butyl (S)-2-formylindoline-1-carboxylate C(=O)[C@H]1N(C2=CC=CC=C2C1)C(=O)OC(C)(C)C